O=C1NC2(CC(C2)C(=O)OCC)CC1 ethyl (2s,4r)-6-oxo-5-azaspiro[3.4]octane-2-carboxylate